2-[(4-{6-[(4-chloro-2-fluorobenzyl)oxy]pyridin-2-yl}piperidin-1-yl)methyl]-1-[(2S)-oxetan-2-ylmethyl]-1H-benzimidazole-6-carboxylic acid ClC1=CC(=C(COC2=CC=CC(=N2)C2CCN(CC2)CC2=NC3=C(N2C[C@H]2OCC2)C=C(C=C3)C(=O)O)C=C1)F